C1(CC1)C1=NC=NC(=C1C1=NC=C(C(=N1)NCC1=CC(=C(C=C1)N1N=C(C=C1C)C(F)(F)F)OC)OC)OC 4'-Cyclopropyl-5,6'-dimethoxy-N-(3-methoxy-4-(5-methyl-3-(trifluoromethyl)-1H-pyrazol-1-yl)benzyl)-[2,5'-bipyrimidin]-4-amine